3-((2-(2-bromo-6-chloropyridin-4-yl)-2-hydroxyethyl)amino)-1,1-difluoropropan BrC1=NC(=CC(=C1)C(CNCCC(F)F)O)Cl